C(C)(=O)C(C(C(=O)C(C)=O)=O)=O acetyl triketone